CC=1C(=NC=CC1C#N)O[C@H]1CN([C@@H](CC1)C)C(=O)C1=C(C=NC=C1)C1=CC=CC=C1 3-methyl-2-({(3R,6R)-6-methyl-1-[(3-phenylpyridin-4-yl)carbonyl]piperidin-3-yl}oxy)pyridine-4-carbonitrile